COC1=CC(=NC=C1)S(=O)(=O)N 4-methoxypyridine-2-sulfonamide